C(C=CCCCC)OC1=C(C=C(C=C1)C1=NOC(=N1)[C@H]1N(CCC1)C(=O)OC(C)(C)C)C(F)(F)F tert-butyl (S)-2-(3-(4-(hept-2-en-1-yloxy)-3-(trifluoromethyl)phenyl)-1,2,4-oxadiazol-5-yl)pyrrolidine-1-carboxylate